(1S)-N-(2-bromoethyl)-1-(4-chlorophenyl)ethanamine hydrobromide Br.BrCCN[C@@H](C)C1=CC=C(C=C1)Cl